Cl.[I-] iodide hydrochloride salt